3-IODO-1H-PYRROLO[2,3-B]PYRIDINE-4-CARBALDEHYDE IC1=CNC=2N=CC=C(C21)C=O